2-[[2-(trifluoromethyl)pyrazol-3-yl]methyl]-2,6-diazaspiro[3.3]heptane FC(N1N=CC=C1CN1CC2(C1)CNC2)(F)F